1-((1R,5S)-8-(3-fluoropyridin-4-yl)-3,8-diazabicyclo[3.2.1]octan-3-yl)-3-((3-methoxyquinolin-5-yl)methoxy)propan-1-one FC=1C=NC=CC1N1[C@H]2CN(C[C@@H]1CC2)C(CCOCC2=C1C=C(C=NC1=CC=C2)OC)=O